3-methyl-5-(4-methyl-3-((7-methyl-3,4-dihydroquinolin-1(2H)-yl)sulfonyl)phenyl)isoxazole CC1=NOC(=C1)C1=CC(=C(C=C1)C)S(=O)(=O)N1CCCC2=CC=C(C=C12)C